F[P-](F)(F)(F)(F)F.O=C1N(N=NC2=C1C=CC=C2)O[P+](N2CCCC2)(N2CCCC2)N2CCCC2 [(3,4-dihydro-4-oxo-1,2,3-benzotriazin-3-yl)oxy]tris(pyrrolidino)phosphonium hexafluorophosphate